ClC1=NC(=NC(=N1)Cl)N(C1=CC=CC=C1)C1=CC=CC=C1 4,6-Dichloro-N,N-diphenyl-1,3,5-triazin-2-amine